ClC1=C2C=CNC2=CC(=C1)NC(NC1CCOC2=C1C=C(C=C2)C)=O 3-(4-chloro-1H-indol-6-yl)-1-(6-methyl-3,4-dihydro-2H-1-benzopyran-4-yl)urea